C(#N)C1=CC=C2C(N(C(N(C2=C1)CC1=CC=C(C(=O)NO)C=C1)=O)CCC1=CC=CC=C1)=O 4-((7-cyano-2,4-dioxo-3-phenethyl-3,4-dihydroquinazolin-1(2H)-yl)methyl)-N-hydroxybenzoamide